benzyl 4,4-difluoro-3-(6-methoxy-5-((methyl sulfonyl)methyl)pyridin-3-yl)piperidine-1-carboxylate FC1(C(CN(CC1)C(=O)OCC1=CC=CC=C1)C=1C=NC(=C(C1)CS(=O)(=O)C)OC)F